N(=[N+]=[N-])OC1=C2C(=CNC2=CC=C1)CCCN(C)C 3-(4-Azidooxy-1H-indol-3-yl)-N,N-dimethylpropan-1-amine